ethyl-morpholine C(C)N1CCOCC1